3-benzyl-1-(5-(2-methoxypyrimidin-5-yl)pyrazin-2-yl)-1-(trans-4-((4-(2H-1,2,3-triazol-2-yl)-5-(trifluoromethyl)pyrimidin-2-yl)amino)cyclohexyl)urea C(C1=CC=CC=C1)NC(N([C@@H]1CC[C@H](CC1)NC1=NC=C(C(=N1)N1N=CC=N1)C(F)(F)F)C1=NC=C(N=C1)C=1C=NC(=NC1)OC)=O